NC1=CC(=C(C(=N1)C(F)(F)F)C)C(C)=N[S@@](=O)C(C)(C)C (S)-N-(1-(6-amino-3-methyl-2-(trifluoromethyl)pyridin-4-yl)ethylidene)-2-methylpropane-2-sulfinamide